P(OC(CN)=O)([O-])(=O)N glycyl phosphoramidate